3-fluoro-4-(((1-(piperidin-4-yl)-1H-pyrazol-5-yl)thio)methyl)benzonitrile FC=1C=C(C#N)C=CC1CSC1=CC=NN1C1CCNCC1